O=C1N(C(C2=CC(=CC=C12)C=1N=NNC1)=O)C=1C=C(C=CC1)C1=C(C=C(C=C1)F)F 3-[1,3-Dioxo-5-(1H-[1,2,3]triazol-4-yl)-1,3-dihydroisoindol-2-yl]-2',4'-difluorobiphenyl